FC=1C(=C(C=C2C=CC(=NC12)OCCC(C)C)O)N1CC(NS1(=O)=O)=O 5-(8-fluoro-6-hydroxy-2-(isopentyloxy)quinolin-7-yl)-1,2,5-thiadiazolidin-3-one 1,1-dioxide